ethyl 2-(2-(2H-tetrazol-5-yl) pyridin-4-yl)-4-ethylthiazole-5-carboxylate N=1NN=NC1C1=NC=CC(=C1)C=1SC(=C(N1)CC)C(=O)OCC